2-[4-Chloro-5-(2-fluoro-6-methyl-4-methylsulfonyl-phenyl)-1H-imidazol-2-yl]-5-fluoro-pyridine ClC=1N=C(NC1C1=C(C=C(C=C1C)S(=O)(=O)C)F)C1=NC=C(C=C1)F